(R)-5-amino-N-methyl-N-(7-(trifluoromethyl)isochroman-4-yl)-6,8-dihydro-1H-furo[3,4-d]pyrrolo[3,2-b]pyridine-2-carboxamide NC1=C2C(=C3C(=N1)C=C(N3)C(=O)N([C@H]3COCC1=CC(=CC=C31)C(F)(F)F)C)COC2